4-((2-amino-4-fluorophenyl)amino)piperidine-1-carboxylic acid tert-butyl ester C(C)(C)(C)OC(=O)N1CCC(CC1)NC1=C(C=C(C=C1)F)N